C(C)(=O)C1=NN(C2=CC(=C(C=C12)C=1C=NC(=NC1)C)C(N(C)C)=O)CC(=O)O 2-(3-acetyl-6-(dimethylcarbamoyl)-5-(2-methylpyrimidin-5-yl)-1H-indazol-1-yl)acetic acid